C[C@]1(CC=2C(CCCC2C[C@H]1C)(C)C)C(C)=O |r| 1-((2RS,3RS)-2,3,8,8-tetramethyl-1,2,3,4,5,6,7,8-octahydronaphthalen-2-yl)ethanone